BrC=1C(=CC=2C3=C(C(=NC2C1Cl)N1CC(C1)N(C)C)N=NN3[C@@H]3C[C@H](N(CC3)C(=O)OC(C)(C)C)CC#N)Cl tert-butyl (2S,4S)-4-(7-bromo-6,8-dichloro-4-(3-(dimethylamino)azetidin-1-yl)-1H-[1,2,3]triazolo[4,5-c]quinolin-1-yl)-2-(cyanomethyl)piperidine-1-carboxylate